6-(4,4,5,5-tetramethyl-1,3,2-dioxaborolan-2-yl)benzo[d]isothiazole CC1(OB(OC1(C)C)C1=CC2=C(C=NS2)C=C1)C